N-[7-(2-chloro-5-fluorophenyl)-2,9-dioxo-4-(2,2,2-trifluoroethyl)-2,3,4,7,8,9-hexahydro-1H-pyrrolo[4,3-f]quinoxalin-6-yl]-3-fluoro-5-(trifluoromethyl)benzamide ClC1=C(C=C(C=C1)F)C1NC(C=2C=3NC(CN(C3C=C(C21)NC(C2=CC(=CC(=C2)C(F)(F)F)F)=O)CC(F)(F)F)=O)=O